3-((5-(dimethylamino)pentanoyl)oxy)-2,2-bis(((9Z)-tetradec-9-enoyloxy)methyl)propyl (9Z)-octadec-9-enoate C(CCCCCCC\C=C/CCCCCCCC)(=O)OCC(COC(CCCCN(C)C)=O)(COC(CCCCCCC\C=C/CCCC)=O)COC(CCCCCCC\C=C/CCCC)=O